O[C@H](CC(=O)OC(C)(C)C)C=C |r| racemic-tert-Butyl 3-hydroxypent-4-enoate